6-methoxy-2-methylpyrazolo[1,5-b]pyridazine-5-carboxylic acid COC=1C(=CC=2N(N1)N=C(C2)C)C(=O)O